N-Methyl-1-(4-methyl-3-(3-(1-methyl-1H-pyrazol-4-yl)-1H-pyrazolo[3,4-c]pyridin-5-yl)phenyl)methanamine CNCC1=CC(=C(C=C1)C)C=1C=C2C(=CN1)NN=C2C=2C=NN(C2)C